2-BOC-isonicotinate C(=O)(OC(C)(C)C)C=1C=C(C(=O)[O-])C=CN1